1-[5-fluoro-2-(3-fluoro-4-piperazin-1-yl-phenylamino)-pyrimidin-4-yl]-1H-indole-3-carboxamide FC=1C(=NC(=NC1)NC1=CC(=C(C=C1)N1CCNCC1)F)N1C=C(C2=CC=CC=C12)C(=O)N